O1CCN(CC1)C1=CC=C(C=C1)C1=CC=C2C(=N1)SC(=N2)N 5-(4-morpholinophenyl)thiazolo[5,4-b]pyridin-2-amine